2-[3-(fluoromethyl)azetidin-1-yl]Ethane-1-ol FCC1CN(C1)CCO